NCC(CO)O 1-aminopropane-2,3-diol